5-amino-3,3'-bi-1,2,4-triazole NC1=NC(N=N1)=C1N=NC=N1